C(C)O/C=C/C=1C(=NC(=C(N1)C)C)C(=O)OC methyl (e)-3-(2-ethoxyvinyl)-5,6-dimethylpyrazine-2-carboxylate